CN(C(=O)N1CCC(CC1)CC1=CC=C(C=C1)NC(=O)NCC1=CN=CO1)C N,N-dimethyl-4-(4-(3-(oxazol-5-ylmethyl)ureido)benzyl)piperidine-1-carboxamide